[5-amino-1-(4-fluorophenyl)-1H-pyrazole-4-yl][3-(3-amino-2-hydroxypropoxy)phenyl]methanone NC1=C(C=NN1C1=CC=C(C=C1)F)C(=O)C1=CC(=CC=C1)OCC(CN)O